ethyl 1-(1-methylpiperidin-4-yl)-2-((6-(trifluoromethoxy) benzo[d]thiazol-2-yl) amino)-1H-benzo[d]imidazole-5-carboxylate CN1CCC(CC1)N1C(=NC2=C1C=CC(=C2)C(=O)OCC)NC=2SC1=C(N2)C=CC(=C1)OC(F)(F)F